4-{4-[(3R)-3-Methylmorpholin-4-yl]-6-[1-(S-methylsulfonimidoyl)cyclopropyl]pyrimidin-2-yl}-1H-pyrrolo[2,3-c]pyridine C[C@H]1N(CCOC1)C1=NC(=NC(=C1)C1(CC1)S(=O)(=N)C)C1=C2C(=CN=C1)NC=C2